2-Chloro-5-iodo-4-methoxybenzoic acid ClC1=C(C(=O)O)C=C(C(=C1)OC)I